C(C)N1[C@@H](C=2N=CC(=C(C3=CN4C(C(OCCCCCC(NC1=O)CCC)=N3)=NC=C4)C2)OC)C (12R)-13-ethyl-8-methoxy-12-methyl-16-propyl-12,13,16,17,18,19,20,21-octahydro-6,23-(azeno)-11,7-(metheno)imidazo[2,1-c][1,4,10,13,15]oxatetraazacyclohenicosin-14(15H)-one